methyl (2S,4R)-4-methoxypyrrolidine-2-carboxylate hydrochloride Cl.CO[C@@H]1C[C@H](NC1)C(=O)OC